3-oxo-3-(3-oxo-3,4-dihydroquinoxalin-1(2H)-yl)propionic acid O=C(CC(=O)O)N1CC(NC2=CC=CC=C12)=O